Cl.N1C[C@@H](CCC1)NC1=NN=C(C=2N1C=CC2)C2=C(C=C(C=C2)OC(F)(F)F)O 2-(4-{[(3R)-piperidin-3-yl]amino}pyrrolo[1,2-d][1,2,4]triazin-1-yl)-5-(trifluoromethoxy)phenol hydrochloride